N=1C=NN2C1C=C(C=C2)OC2=C(C=C(C=C2)NC2=NC=NN1C2=C(C=C1)C1CCN(CC1)C(\C=C\CO)=O)C (E)-1-(4-(4-((4-([1,2,4]triazolo[1,5-a]pyridin-7-yloxy)-3-methylphenyl)amino)pyrrolo[2,1-f][1,2,4]triazin-5-yl)piperidin-1-yl)-4-hydroxybut-2-en-1-one